1-(4-(benzylamino)-5,6,7,8-tetrahydropyrido[2,3-d]pyrimidin-2-yl)-2-methyl-1H-indole-4-carboxamide sulfuric acid salt (sulfate) S(=O)(=O)(O)O.S(O)(O)(=O)=O.C(C1=CC=CC=C1)NC=1C2=C(N=C(N1)N1C(=CC=3C(=CC=CC13)C(=O)N)C)NCCC2